Methyl 6-[4-(difluoromethyl) phenyl]-3-oxo-2,3-dihydropyridazine-4-carboxylate FC(C1=CC=C(C=C1)C=1C=C(C(NN1)=O)C(=O)OC)F